COCOC=1C(=NC=C(C1C)OS(=O)(=O)C(F)(F)F)C(=O)NCC(=O)OCC ethyl (3-(methoxymethoxy)-4-methyl-5-(((trifluoromethyl) sulfonyl)oxy)picolinoyl)glycinate